ethyl 6-chloro-4-(trifluoromethanesulfonyloxy)pyrrolo[1,2-b]pyridazine-3-carboxylate ClC=1C=C2N(N=CC(=C2OS(=O)(=O)C(F)(F)F)C(=O)OCC)C1